NC1=CN=CC(=N1)C(=O)N1CC2=CC=CC(=C2CC1)OC1=CC=C(C=C1)C(F)(F)F (6-aminopyrazin-2-yl)(5-(4-(trifluoromethyl)phenoxy)-3,4-dihydroisoquinolin-2(1H)-yl)methanone